octadec-9,11,13-trienoic acid C(CCCCCCCC=CC=CC=CCCCC)(=O)O